(S)-Benzhydryl-2-(2-methoxyphenyl)propanoate C(C1=CC=CC=C1)(C1=CC=CC=C1)OC([C@@H](C)C1=C(C=CC=C1)OC)=O